C1(CCCC1)C1=CC(=C(C=C1)NC(C1=C(C=CC(=C1)[N+](=O)[O-])S(=O)C1=NN=NN1C)=O)F N-(4-cyclopentyl-2-fluorophenyl)-2-[(1-methyl-1H-1,2,3,4-tetrazol-5-yl)sulfinyl]-5-nitrobenzamide